2-(2,6-dioxopiperidin-3-yl)-5-((4-(perfluoropyridin-4-yl)piperazin-1-yl)methyl)isoindoline-1,3-dione O=C1NC(CCC1N1C(C2=CC=C(C=C2C1=O)CN1CCN(CC1)C1=C(C(=NC(=C1F)F)F)F)=O)=O